COC1=CC=C(C=C1)C(CC(C)=O)=O 1-(4-methoxyphenyl)-1,3-butanedione